NC=1N=CC(=NC1)N1[C@H](CN(CC1)C(=O)OC(C)(C)C)C (S)-tert-Butyl 4-(5-Aminopyrazin-2-yl)-3-methylpiperazine-1-carboxylate